α-methyl-valine methyl-N-[5-({4-[(2S)-2-{[8-(2,2-dimethylpyrrolidine-1-carbonyl)quinazolin-4-yl]amino}propyl]piperazin-1-yl}sulfonyl)-4-methyl-1,3-thiazol-2-yl]carbamate CN(C(O)=O)C=1SC(=C(N1)C)S(=O)(=O)N1CCN(CC1)C[C@H](C)NC1=NC=NC2=C(C=CC=C12)C(=O)N1C(CCC1)(C)C.C[C@](N)(C(C)C)C(=O)O